5-([1,1'-biphenyl]-4-yl)benzo[d]thiazole-2-carboxylic acid C1(=CC=C(C=C1)C=1C=CC2=C(N=C(S2)C(=O)O)C1)C1=CC=CC=C1